2-benzyl 1-(tert-butyl) (2R,4S)-4-(4-bromophenoxy)pyrrolidine-1,2-dicarboxylate BrC1=CC=C(O[C@H]2C[C@@H](N(C2)C(=O)OC(C)(C)C)C(=O)OCC2=CC=CC=C2)C=C1